C(C1=CC=CC=C1)N1CC(NCC1)C1=C(C=CC=C1)C(F)(F)F 1-benzyl-3-[2-(trifluoromethyl)phenyl]piperazine